BrC1=C(C=CC(=N1)C(=O)NC1CCC(CC1)OC)F 6-bromo-5-fluoro-N-((1r,4r)-4-methoxycyclohexyl)pyridinecarboxamide